6-(2-methylmorpholino)pyridin CC1OCCN(C1)C1=CC=CC=N1